6-chloro-5-[(3,5-dimethylisoxazol-4-yl)sulfonyl]-2,2-difluoro-5H-[1,3]dioxolo[4,5-f]benzimidazole ClC=1N(C2=C(N1)C=C1C(=C2)OC(O1)(F)F)S(=O)(=O)C=1C(=NOC1C)C